NC1=NN2C(C=C(C=C2)C2=NC=C(C(=N2)C(=O)NCC[C@@H](O)C2=CC=C(C=C2)Cl)C)=N1 (R)-2-(2-amino-[1,2,4]triazolo[1,5-a]pyridin-7-yl)-N-(3-(4-chlorophenyl)-3-hydroxypropyl)-5-methylpyrimidine-4-carboxamide